(1,2-Dimethyl-3-methylencyclopentyl)acetat CC1(C(C(CC1)=C)C)CC(=O)[O-]